2-methyl-1-morpholino-1-oxopropan CC(C(=O)N1CCOCC1)C